5-methyl-4,5-dihydro-2H-pyridazin-3-one CC1CC(NN=C1)=O